O=C1CCC(CC1)N1N=CC(=C1)C=1C=C(C=2N(C1)N=CC2C#N)C=2C=NC(=CC2)N2CCC1(CC2)OCC=2C1=NC=CC2 6-[1-(4-oxocyclohexyl)pyrazol-4-yl]-4-(6-spiro[5H-furo[3,4-b]pyridine-7,4'-piperidine]-1'-yl-3-pyridyl)pyrazolo[1,5-a]pyridine-3-carbonitrile